C(N)(=O)C1=C(C=C(OCC=2C3=C(SC2C(=O)O)C=CC=C3Cl)C=C1F)F 3-((4-Carbamoyl-3,5-difluorophenoxy)methyl)-4-chlorobenzo[b]thiophene-2-carboxylic acid